C(C)(C)NCC1=CC=C(O1)CO [5-[(isopropylamino)methyl]-2-furyl]methanol